N-((2-amino-3-cyano-4,5,6,7-tetrahydrobenzo[b]thiophene-4-carbonyl)oxy)-4-(1-methyl-4-(trifluoromethyl)-1H-imidazol-2-yl)benzimidamide NC1=C(C2=C(S1)CCCC2C(=O)ONC(C2=CC=C(C=C2)C=2N(C=C(N2)C(F)(F)F)C)=N)C#N